1-cyclopentyl-4-fluoro-5-nitro-2-(trifluoromethyl)-1H-benzo[d]imidazole C1(CCCC1)N1C(=NC2=C1C=CC(=C2F)[N+](=O)[O-])C(F)(F)F